C\C=C\C trans-2-Butene